COC(C1=C(C=CC=C1)C1=C(N(C2=CC=C(C=C12)O)C1=CC=C(C=C1)F)C(CC#N)(C)C)=O (2-(1-cyano-2-methylpropan-2-yl)-1-(4-fluorophenyl)-5-hydroxy-1H-indol-3-yl)benzoic acid methyl ester